OC1(CCC(CC1)N[S@@](=O)C(C)(C)C)C (S)-N-(4-Hydroxy-4-methylcyclohexyl)-2-methylpropane-2-sulfinamide